C(CC)N(CCC1=CNC2=C(C=CC=C12)OC(C(C)C)=O)CCC isobutyric acid 3-(2-(dipropylamino) ethyl)-1H-indol-7-yl ester